C(C1=CC=CC=C1)C1(CN(CC1)C(=O)C1=CN=NC=C1)C=1C=C2C=NN(C2=CC1C)C1=CC=C(C=C1)F (3-benzyl-3-(1-(4-fluorophenyl)-6-methyl-1H-indazol-5-yl)pyrrolidin-1-yl)(pyridazin-4-yl)methanone